1-[(1-Methylimidazol-4-yl)methyl]-6-[3-(trifluoromethyl)phenyl]pyrazolo[4,3-b]pyridine CN1C=NC(=C1)CN1N=CC2=NC=C(C=C21)C2=CC(=CC=C2)C(F)(F)F